O1C=NC2=C1C=C(C=C2)C(=O)N2C(CN(CC2)[C@H](C(=O)NC2=NC=C(N=C2)OC2=C(C=C(C=C2)F)F)C)(C)C (S)-2-(4-(benzo[d]oxazole-6-carbonyl)-3,3-dimethylpiperazin-1-yl)-N-(5-(2,4-difluorophenoxy)pyrazin-2-yl)propanamide